(Anthracene-9-yl-1,2,3,4,5,6,7,8-d8)dibenzo[b,d]Furan C1(=C(C(=C(C2=CC3=C(C(=C(C(=C3C(=C12)C1=CC=CC=2OC3=C(C21)C=CC=C3)[2H])[2H])[2H])[2H])[2H])[2H])[2H])[2H]